The molecule is a L-leucine derivative obtained by the substitution of a benzyloxycarbonyl group on the nitrogen atom. It is a carbamate ester and a L-leucine derivative. It is a conjugate acid of a N-benzyloxycarbonyl-L-leucinate. CC(C)C[C@@H](C(=O)O)NC(=O)OCC1=CC=CC=C1